S1C=NC(=C1)C(C)O (Thiazol-4-yl)ethanol